C(C=C)(=O)N1CC(N(C(C1)(C)C)S(=O)C)C1=CC(=NC(=C1)Cl)C1=CC(=NC=N1)C(=O)NC 6-(4-(4-acryloyl-6,6-dimethyl-1-(methylsulfinyl)piperazin-2-yl)-6-chloropyridin-2-yl)-N-methylpyrimidine-4-carboxamide